3,8-dimethyl-7-(piperidin-4-yl)-5-((3-(trifluoromethyl)pyrazin-2-yl)methyl)pyrido[2,3-b]pyrazin-6(5H)-one CC1=CN=C2C(=N1)N(C(C(=C2C)C2CCNCC2)=O)CC2=NC=CN=C2C(F)(F)F